OC1(CCN(CC1)C(C[C@@H](C)C1=CC=CC=C1)=O)CN1C=NN2C(C1=O)=NC=C2C2=CC=C1C=NNC1=C2 (R)-3-((4-hydroxy-1-(3-phenylbutyryl)piperidin-4-yl)methyl)-7-(1H-indazol-6-yl)imidazo[2,1-f][1,2,4]triazin-4(3H)-one